5-allyl-N-(3,6-dichloro-9H-xanthen-9-yl)-2-oxo-6-(trifluoromethyl)-1,2-dihydropyridine-3-carboxamide C(C=C)C=1C=C(C(NC1C(F)(F)F)=O)C(=O)NC1C2=CC=C(C=C2OC=2C=C(C=CC12)Cl)Cl